C1(CC1)C=1C=C(C(=O)O)C=C(C1)C(F)(F)F 3-cyclopropyl-5-(trifluoromethyl)benzoic acid